C(#N)C=1C=CC=2C3=C(NC2C1)C(=C(C=N3)C(=O)NC[C@H](C(C)(C)O)F)NC3CC(C3)(F)F (R)-7-cyano-4-((3,3-difluorocyclobutyl)amino)-N-(2-fluoro-3-hydroxy-3-methylbutyl)-5H-pyrido[3,2-b]indole-3-carboxamide